ClC1=NN(C=N1)C1=NC=2C=CC3=C(C2C=C1)C1=C(S3)C(N[C@@H](CN1)C)=O (R)-3-(3-chloro-1H-1,2,4-triazol-1-yl)-10-methyl-9,10,11,12-tetrahydro-8H-[1,4]diazepino[5',6':4,5]thieno[3,2-f]quinolin-8-one